(R)-N-(1-(3-cyano-5-methylphenyl)ethyl)-2-methylpropane-2-sulfinamide C(#N)C=1C=C(C=C(C1)C)C(C)N[S@](=O)C(C)(C)C